(S)-1-(5-methyl-2-((tetrahydrofuran-3-yl)amino)pyrimidin-4-yl)-N-(3-(trifluoromethyl)benzyl)-1H-imidazole-4-amide CC=1C(=NC(=NC1)N[C@@H]1COCC1)N1C=NC(=C1)C(=O)NCC1=CC(=CC=C1)C(F)(F)F